3-bromo-6-methoxy-5-(trifluoromethyl)picolinic acid methyl ester COC(C1=NC(=C(C=C1Br)C(F)(F)F)OC)=O